tert-butyl-1,1,3,3-tetramethylbutyl peroxide C(C)(C)(C)C(C(C)(C)OOC(C(C(C)(C)C)C(C)(C)C)(C)C)C(C)(C)C